C1(CC(C(CC1)C(C)C)O)(C)C(C(CC(=O)O)(O)C(=O)O)C(=O)O menthol-citric acid